BrC=1C=C(C(=NC1)NC(=S)NC(OCC)=O)Cl Ethyl [(5-bromo-3-chloropyridin-2-yl)carbamothioyl]carbamate